C(C=C)N1C(C=2C=3C(=CC=CC13)C1=CC=CC=C1C2)N2CC1=CC=CC=C1CC2 4-allyl-5-(3,4-dihydroisoquinolin-2(1H)-yl)-4,5-dihydronaphtho[3,2,1-cd]indole